OC1(CCC(CC1)C(=O)N1CCC(CC1)C1=NC=2NCCCC2C=C1)CC(=O)O 2-(1-hydroxy-4-(4-(5,6,7,8-tetrahydro-1,8-naphthyridin-2-yl)piperidine-1-carbonyl)cyclohexyl)acetic acid